BrC1=C2C(=C3C(=NC(=NC3=C1)N1CC(C1)N(C)C)N1C[C@@H](N(CC1)C(=O)OC(C)(C)C)CC#N)OC=C2 tert-butyl (S)-4-(4-bromo-7-(3-(dimethylamino)azetidin-1-yl)furo[2,3-f]quinazolin-9-yl)-2-(cyanomethyl)piperazine-1-carboxylate